pentane-1,2,3,4,5-pentacarboxylic acid C(C(C(C(CC(=O)O)C(=O)O)C(=O)O)C(=O)O)C(=O)O